2-cyclopropoxy-4-(1,1-dioxo-4-tetrahydrothiopyranyl)-5-methyl-aniline C1(CC1)OC1=C(N)C=C(C(=C1)C1CCS(CC1)(=O)=O)C